NC=1C=2N(C=CN1)C(=NC2C2=CC(=C(C=C2)NC(=O)NC2=CC(=C(C=C2)CN2CCN(CC2)C)C(F)(F)F)F)C2CN(CC2)C(=O)OCC2=CC=CC=C2 Benzyl 3-(8-amino-1-(3-fluoro-4-(3-(4-((4-methylpiperazin-1-yl)methyl)-3-(trifluoromethyl)phenyl)ureido)phenyl)imidazo[1,5-a]pyrazin-3-yl)pyrrolidine-1-carboxylate